CN1C(CCC1)C(=O)N Methyl-pyrrolidine-2-carboxamide